(5R,6S)-5-(4-(4-formylpiperidin-1-yl)phenyl)-6-phenyl-5,6,7,8-tetrahydronaphthalene-2-carbonitrile C(=O)C1CCN(CC1)C1=CC=C(C=C1)[C@@H]1C=2C=CC(=CC2CC[C@@H]1C1=CC=CC=C1)C#N